CS(=O)C methyl sulfoxide